C(C)NC(NC1=NC=C(C(=O)N2CCN(CC2)C=2C=CC(=NC2F)C(=O)NC)C=C1)=O 5-(4-(6-(3-ethylureido)nicotinoyl)piperazin-1-yl)-6-fluoro-N-methylpicolinamide